N1=C(C=CC=C1)C1=CN(C2=NC=CN=C21)COCC[Si](C)(C)C 7-(pyridin-2-yl)-5-{[2-(trimethylsilyl)ethoxy]methyl}-5H-pyrrolo[2,3-b]pyrazin